ClC=1C=C2C(=NC=NC2=C(C1C1=C(C=CC=C1O)F)F)C1=CC(=NC=C1)NC(C=C)=O N-(4-(6-chloro-8-fluoro-7-(2-fluoro-6-hydroxyphenyl)quinazolin-4-yl)pyridin-2-yl)acrylamide